CC(C(N)C=1C=NN(C1)C)C 2-methyl-1-(1-methyl-1H-pyrazol-4-yl)propan-1-amine